S1C=C(C=C1)CNC(=O)C1=COC=2N=CN=CC21 N-(thiophen-3-ylmethyl)furo[2,3-d]pyrimidine-5-carboxamide